4-chlorobenzyl (S)-(4-(1-(morpholine-4-carboxamido)eth-yl)phenyl)carbamate N1(CCOCC1)C(=O)N[C@@H](C)C1=CC=C(C=C1)NC(OCC1=CC=C(C=C1)Cl)=O